ClCC1CNC=2C=C(C3=C(C12)C=CC=C3)N3C=1[C@H](CCC3)CSSC1 (S)-1-(chloromethyl)-2,3-dihydro-1H-benzo[e]indole-5-yl-(cis)-hexahydro-[1,2]dithiino[4,5-b]pyridine